N-(3-((((cyclopropylmethyl)amino)-6-(2,6-dichloro-3,5-dimethoxyphenyl)pyrido[3,4-d]pyrimidin-2-yl)amino)-1-methyl-1H-pyrazol-4-yl)acrylamide C1(CC1)CNC=1C2=C(N=C(N1)NC1=NN(C=C1NC(C=C)=O)C)C=NC(=C2)C2=C(C(=CC(=C2Cl)OC)OC)Cl